OC1(CC(C1)C(=O)N1CC2(C1)C[C@@H](CC2)OC2=NC(=C(C=C2)C)C(F)(F)F)C |r| (rac)-((1s,3s)-3-Hydroxy-3-methylcyclobutyl)(6-((5-methyl-6-(trifluoromethyl)pyridin-2-yl)oxy)-2-azaspiro[3.4]octan-2-yl)methanone